NC(CC(=O)O)CCCN 3,6-diaminocaproic acid